N-[3-(1H-1,3-benzodiazol-2-yl)-4-chlorophenyl]-3,4,5-triethoxybenzamide N1C(=NC2=C1C=CC=C2)C=2C=C(C=CC2Cl)NC(C2=CC(=C(C(=C2)OCC)OCC)OCC)=O